C(C1=CC=CC=C1)OC(=O)N1C[C@H]2[C@@H]([C@H](C1)NC(C)=O)OC(O2)(C)C.NC=2C=CC(=C(C2)S(=O)(=O)NCC2=C(C=C(C=C2)OC)OC)C=2C=NC=CC2 5-Amino-N-(2,4-dimethoxybenzyl)-2-(pyridin-3-yl)benzenesulfonamide benzyl-(3aS,7S,7aR)-7-acetamido-2,2-dimethyl-4,6,7,7a-tetrahydro-3aH-[1,3]dioxolo[4,5-c]pyridine-5-carboxylate